C(C)(C)N1C(=NC2=NC=C(C=C21)C=2C=CN1N=C(N=CC12)NC1CCC(CC1)N)C N1-(5-(1-isopropyl-2-methyl-1H-imidazo[4,5-b]pyridin-6-yl)pyrrolo[2,1-f][1,2,4]triazin-2-yl)cyclohexane-1,4-diamine